2-(2'-hydroxy-3',5'-di-amylphenyl)benzotriazole OC(CC=1C=C(C=C(C1)N1N=C2C(=N1)C=CC=C2)CCCCC)CCC